3'H-spiro[piperidine-4,2'-pyrrolo(2,1-b)oxazol]-3'-one O1C=2N(C(C13CCNCC3)=O)C=CC2